(R)-1,1-difluoro-1-(3-(1-((6-(1-isopropylpiperidin-4-yl)-7-methoxy-2-methylpyrido[2,3-d]pyrimidin-4-yl)amino)ethyl)phenyl)-2-methylpropan-2-ol FC(C(C)(O)C)(C1=CC(=CC=C1)[C@@H](C)NC=1C2=C(N=C(N1)C)N=C(C(=C2)C2CCN(CC2)C(C)C)OC)F